1-((5-(5-(difluoromethyl)-1,3,4-oxadiazole-2-yl)pyridine-2-yl)methyl)-3-(1-methylpiperidine-4-yl)-5-(pyridine-4-yl)-1,3-dihydro-2H-benzo[d]imidazole-2-one FC(C1=NN=C(O1)C=1C=CC(=NC1)CN1C(N(C2=C1C=CC(=C2)C2=CC=NC=C2)C2CCN(CC2)C)=O)F